CSC1=CC=C(C=C1)NC=O N-(4-(methylthio)phenyl)carboxamide